[Al].[Fe].[Co] Cobalt-Iron-Aluminum